2-amino-3-(5-(6-(4-chlorophenoxy)pyridin-3-yl)-2H-tetrazol-2-yl)propan-1-ol NC(CO)CN1N=C(N=N1)C=1C=NC(=CC1)OC1=CC=C(C=C1)Cl